N4,N4,N4',N4'-tetrakis(9,9-dimethyl-9H-fluoren-2-yl)-[1,1'-biphenyl]-4,4'-diamine CC1(C2=CC=CC=C2C=2C=CC(=CC12)N(C1=CC=C(C=C1)C1=CC=C(C=C1)N(C1=CC=2C(C3=CC=CC=C3C2C=C1)(C)C)C1=CC=2C(C3=CC=CC=C3C2C=C1)(C)C)C1=CC=2C(C3=CC=CC=C3C2C=C1)(C)C)C